5-((4-((1,1-Dioxidoisothiazolidin-2-yl)methyl)-6-fluoro-1H-indol-5-yl)oxy)-2-fluorobenzonitrile O=S1(N(CCC1)CC1=C2C=CNC2=CC(=C1OC=1C=CC(=C(C#N)C1)F)F)=O